C(=C)S[Sb](SC=C)SC=C tris(ethenylsulfanyl)stibane